N-((1S,2R)-2-(6-fluoro-2,3-dimethylphenyl)-1-(5-oxo-4,5-dihydro-1,3,4-oxadiazol-2-yl)propyl)-2-methyl-3-oxo-2,8-diazaspiro[4.5]decane-8-sulfonamide FC1=CC=C(C(=C1[C@H]([C@@H](C=1OC(NN1)=O)NS(=O)(=O)N1CCC2(CC(N(C2)C)=O)CC1)C)C)C